C(C)(C)C1=NOC2=CC=C3C=NC(=NC3=C21)NC2=NC=C(C=C2)N2CCN(CC2)C(C)C 9-isopropyl-N-(5-(4-isopropylpiperazin-1-yl)pyridin-2-yl)isoxazolo[5,4-H]quinazolin-2-amine